N[C@H](CO)C(F)(F)F (2R)-2-amino-3,3,3-trifluoro-propan-1-ol